C(C)(C)(C)OC(=O)N1CC(CC1)C(C(=O)OC)CC1=CC(=CC=C1)Br 3-[1-[(3-bromophenyl)methyl]-2-methoxy-2-oxoethyl]pyrrolidine-1-carboxylic acid tert-butyl ester